C(N)(=N)C1=CC=C(C=C1)CSC1=C(C(=NN1)C1C(N(CCC1)S(=O)(=O)N1CC(CC1)O)C(=O)O)OC 3-(5-{[(4-carbamimidoylphenyl)methyl]sulfanyl}-4-methoxy-1H-pyrazol-3-yl)-1-[(3-hydroxypyrrolidin-1-yl)sulfonyl]piperidine-2-carboxylic acid